ClC1=NC(=CC(=C1)NC1CCN(CC1)CC(=O)N1[C@@H](C[C@@H](C1)F)C#N)N1CCOCC1 (2S,4S)-1-[2-[4-[(2-chloro-6-morpholino-4-pyridyl)amino]-1-piperidyl]acetyl]-4-fluoro-pyrrolidine-2-carbonitrile